CC1=C(C(=CC(=C1)NC(CC1=CC=C(C=C1)S(=O)(=O)C)=O)C)C1=C(C=CC=C1)OC(F)(F)F N-(2,6-dimethyl-2'-(trifluoromethoxy)-[1,1'-biphenyl]-4-yl)-2-(4-(methylsulfonyl)phenyl)acetamide